N1(CCC(CC1)C1CCNCC1)C=1C=C2C(=C(NC2=CC1)C1=CC(=C(C=C1)OC)OC)CC 5-([4,4'-bipiperidin]-1-yl)-2-(3,4-dimethoxyphenyl)-3-ethyl-1H-indole